6-(5-Aminomethyl-pyridin-3-yl)-1-methyl-3,4-dihydro-1H-quinolin-2-one NCC=1C=C(C=NC1)C=1C=C2CCC(N(C2=CC1)C)=O